C(#N)C1=CC=2N(N=C1)C(=CC2)C2=CC(=C(C=N2)C2=NN=C(S2)N2C[C@@H]1C([C@H](C2)C1)NC(C)=O)NC N-((1R,5S,6s)-3-(5-(6-(3-cyanopyrrolo[1,2-b]pyridazin-7-yl)-4-(methylamino)pyridin-3-yl)-1,3,4-thiadiazol-2-yl)-3-azabicyclo[3.1.1]hept-6-yl)acetamide